5-hydroxy-2-(4-methoxy-2-(methoxymethyl)phenyl)benzofuran-3-carboxylate OC=1C=CC2=C(C(=C(O2)C2=C(C=C(C=C2)OC)COC)C(=O)[O-])C1